C(C(C)C)[C@H](C#N)CC#N (S)-isobutyl-succinonitrile